N-(1-cyclobutylethyl)-3-(5''-(methylsulfonamido)dispiro[cyclopropane-1,1'-cyclohexane-4',3''-indoline]-1''-carbonyl)benzenesulfonamide C1(CCC1)C(C)NS(=O)(=O)C1=CC(=CC=C1)C(=O)N1CC2(C3=CC(=CC=C13)NS(=O)(=O)C)CCC1(CC2)CC1